BrC1=NN=C(S1)C1=CC=C(N)C=C1 4-(5-bromo-1,3,4-thiadiazol-2-yl)aniline